(3-(6-Amino-5-(2-(N-methylacrylamido)ethoxy)pyrimidin-4-yl)-5-fluoro-2-methylphenyl)-4-cyclopropyl-2-fluorobenzamide NC1=C(C(=NC=N1)C=1C(=C(C=C(C1)F)C=1C(=C(C(=O)N)C=CC1C1CC1)F)C)OCCN(C(C=C)=O)C